ClC1=CC2=C(N=C(S2)NC2=NC3=C(N2C)C=CC(=C3)C(=O)O)C=C1 2-(6-Chloro-benzothiazol-2-ylamino)-1-methyl-1H-benzoimidazole-5-carboxylic acid